2,2,2-Trifluoro-N-[3,6,8-tris[(3-sulfopropyl)sulfonyl]pyrene-1-yl]-acetamide FC(C(=O)NC1=CC(=C2C=CC3=C(C=C(C4=CC=C1C2=C34)S(=O)(=O)CCCS(=O)(=O)O)S(=O)(=O)CCCS(=O)(=O)O)S(=O)(=O)CCCS(=O)(=O)O)(F)F